FC1=C(C(=CC(=C1)F)OC)C1=NC=CC(=N1)NC1=NC=C(C(=C1)N1C[C@H](CCC1)O)C#CC=1C=NN(C1)C(F)F (S)-1-(2-((2-(2,4-difluoro-6-methoxyphenyl)pyrimidin-4-yl)amino)-5-((1-(difluoromethyl)-1H-pyrazol-4-yl)ethynyl)pyridin-4-yl)piperidin-3-ol